C(=C)O[Bi](C1=CC=C(C=C1)[Bi](OC=C)OC=C)OC=C 1,4-bis(di(ethenyloxy)bismuthanyl)benzene